((4S,5S)-5-(2-methylphenyl)-2,2-dimethyl-1,3-dioxolan-4-yl)sulfamic acid methyl ester COS(N[C@H]1OC(O[C@H]1C1=C(C=CC=C1)C)(C)C)(=O)=O